5-[(4-methyl-3,4-dihydro-2H-1,4-benzoxazin-7-yl)sulfonylamino]-1,3-thiazole-4-carboxylic acid CN1CCOC2=C1C=CC(=C2)S(=O)(=O)NC2=C(N=CS2)C(=O)O